C1(CC1)C1=NNC(=C1)NC([C@@H](C)C=1C=NN(C1)C1=CC(=CC=C1)COC)=O (S)-N-(3-cyclopropyl-1H-pyrazol-5-yl)-2-(1-(3-(methoxymethyl)phenyl)-1H-pyrazol-4-yl)propanamide